C(C)OC(CC(C(C1=CC(=C(C(=C1)F)F)F)=O)C)=O 3-methyl-4-oxo-4-(3,4,5-trifluorophenyl)butanoic acid ethyl ester